2-(1-cyclopropyl-1H-indol-4-yl)-6,7-dimethoxy-4-(piperidine-1-carbonyl)isoquinolin C1(CC1)N1C=CC2=C(C=CC=C12)N1CC2=CC(=C(C=C2C(=C1)C(=O)N1CCCCC1)OC)OC